4-Chloro-6-cyclopropyl-2-[[2-(trifluoromethyl)-4-pyridyl]methyl]pyrimidine ClC1=NC(=NC(=C1)C1CC1)CC1=CC(=NC=C1)C(F)(F)F